BrC=1C=CC2=CN(N=C2C1)C 6-bromo-2-methylindazole